CN1C(N(C(C(=C1)C(=O)O)=O)C1=C(C=CC=C1)C)=O 1-methyl-3-(2-methylphenyl)-2,4-dioxo-1,2,3,4-tetrahydropyrimidine-5-carboxylic acid